O1CCOC12CCC(CC2)SCC2=NC1=C(C=CC=C1C(N2)=O)C (((1,4-dioxaspiro[4.5]dec-8-yl)thio)methyl)-8-methylquinazolin-4(3H)-one